11-biphenyl-2-yl-6-(4-chlorophenyl)-11H-indeno[1,2-c]quinoline-11-ol C1(=C(C=CC=C1)C1(C=2C=CC=CC2C=2C(=NC3=CC=CC=C3C21)C2=CC=C(C=C2)Cl)O)C2=CC=CC=C2